1-(4-hydroxy-3-methoxyphenyl)-7-(4-oxoacetylbenzyloxycarbonyl-3-methoxyphenyl)-1,6-heptadiene-3,5-dione OC1=C(C=C(C=C1)C=CC(CC(C=CC1=C(C(=CC=C1)OC)C(=O)OCC1=CC=C(C=C1)C(C=O)=O)=O)=O)OC